(S)-4-(cyclopropylethynyl)-4-(1,1-difluoroethyl)-6-fluoro-7-((4-methoxy-6-oxopyridazin-1(6H)-yl)methyl)-3,4-dihydroquinazolin-2(1H)-one C1(CC1)C#C[C@@]1(NC(NC2=CC(=C(C=C12)F)CN1N=CC(=CC1=O)OC)=O)C(C)(F)F